C(C)OC1OCCO1 2-ethoxy-1,3-dioxolane